CC1CC2(C=3N1N=C(C3)C=3C=NC1=CC=CC=C1C3)CN(C2)CC=2C=NC(=NC2)C 6'-methyl-1-[(2-methylpyrimidin-5-yl)methyl]-2'-(quinolin-3-yl)-5',6'-dihydrospiro[azetidine-3,4'-pyrrolo[1,2-b]pyrazole]